OC1(CCN(CC1)C(=O)OC(C)(C)C)CN1N=CC(=C1)[N+](=O)[O-] tert-Butyl 4-hydroxy-4-[(4-nitro-1H-pyrazol-1-yl)methyl]piperidine-1-carboxylate